C(C1=CC=CC=C1)O[C@@H]1[C@@H](CO[C@@H]([C@@H]1OCC1=CC=CC=C1)COCC1=CC=CC=C1)CN(C)C 1-((3R,4R,5R,6R)-4,5-bis(benzyloxy)-6-((benzyloxy)methyl)tetrahydro-2H-pyran-3-yl)-N,N-dimethylmethylamine